ethyl 5-(trifluoromethanesulfonyloxy)-3,6-dihydro-2H-pyran-2-carboxylate FC(S(=O)(=O)OC1=CCC(OC1)C(=O)OCC)(F)F